C(CCCC)OCCCC(=O)N(CCC)CCC 4-pentoxy-N,N-dipropylbutanamide